4-[[5-[3-(dimethylamino)phenyl]imidazo[2,1-b][1,3,4]thiadiazol-2-yl]amino]cyclohexanol CN(C=1C=C(C=CC1)C1=CN=C2SC(=NN21)NC2CCC(CC2)O)C